C(C)OC1=C(C=CC=C1)C1=NC(=CC(=C1)C1=CC=C(C=C1)C1=CC=C(C=C1)N(C1=CC=C(C=C1)C)C1=CC=C(C=C1)C)C1=C(C=CC=C1)OCC 2,6-bis(2-ethyl-oxyphenyl)-4-(4'-bis(4-methylphenyl)aminobiphenyl-4-yl)pyridine